tert-butyl 4-(6-(1-(4-(5-(difluoromethyl)-1,3,4-oxadiazol-2-yl)-2-fluorobenzyl)-1H-1,2,3-triazol-4-yl)pyridin-2-yl)piperazin-1-carboxylate FC(C1=NN=C(O1)C1=CC(=C(CN2N=NC(=C2)C2=CC=CC(=N2)N2CCN(CC2)C(=O)OC(C)(C)C)C=C1)F)F